ClC1=C(C=CC2=C1NC(=N2)S(=O)(=O)CC)OCC 7-chloro-6-ethoxy-2-(ethylsulfonyl)-1H-benzimidazole